C(C)(C)(C)[S@@](=O)N[C@@H]1C2=CC=CC=C2CC12CCN(CC2)C2=NC(=C(C(=N2)C(=O)N)C2=C(C(=NC=C2)Cl)Cl)C 2-((S)-1-(((R)-tert-butylsulfinyl)amino)-1,3-dihydrospiro[indene-2,4'-piperidin]-1'-yl)-5-(2,3-dichloropyridin-4-yl)-6-methylpyrimidine-4-carboxamide